NC1=C2C=NC(=NC2=CC(=C1F)C1=C(C2=C(OCCN2)N=C1)C)NC1=CC=C(C=C1)C1(CC1)C#N 1-(4-{[5-amino-6-fluoro-7-(8-methyl-2,3-dihydro-1H-pyrido[2,3-b][1,4]oxazin-7-yl)quinazolin-2-yl]amino}phenyl)cyclopropane-1-carbonitrile